COC1=C(CN(S(=O)(=O)C=2C=C3C=CN(C3=CC2F)[C@@H]2[C@H](C[C@H](CC2)C2=CC(=CC=C2)C(F)(F)F)N(C)C)C2=NC=NC=C2)C=CC(=C1)OC N-(2,4-dimethoxybenzyl)-1-((1S,2S,4S)-2-(dimethylamino)-4-(3-(trifluoromethyl)phenyl)cyclohexyl)-6-fluoro-N-(pyrimidin-4-yl)-1H-indole-5-sulfonamide